tert-butyl 4-((trans)-4-(6-(cyclopropylcarbamoyl)-5-(6-(trifluoromethyl)picolinamido)-2H-indazol-2-yl)cyclohexyl)piperazine-1-carboxylate C1(CC1)NC(=O)C=1C(=CC2=CN(N=C2C1)[C@@H]1CC[C@H](CC1)N1CCN(CC1)C(=O)OC(C)(C)C)NC(C1=NC(=CC=C1)C(F)(F)F)=O